(E)-5-(2-bromovinyl)2'-deoxyuridine Br/C=C/C=1C(NC(N([C@H]2C[C@H](O)[C@@H](CO)O2)C1)=O)=O